O1C(=CC=C1)N oxolamin